nicotine citrate salt C(CC(O)(C(=O)O)CC(=O)O)(=O)O.N1=CC=CC(=C1)C1N(C)CCC1